ClC=1C=NC=C(C1N1N=C(C(=C1)C1=C(C=CC=C1)[C@H]1C2=C(CN(C1)C(\C=C\CN(C)C)=O)SC(=C2)C#N)C(F)(F)F)F (S,E)-4-(2-(1-(3-Chloro-5-fluoropyridin-4-yl)-3-(trifluoromethyl)-1H-pyrazol-4-yl)phenyl)-6-(4-(dimethylamino)but-2-enoyl)-4,5,6,7-tetrahydrothieno[2,3-c]pyridine-2-carbonitrile